ClC=1C(=NC=C(C1)C(F)(F)F)N1CCN(CC1)CC1=NC2=C(N1C)C=CC=C2 2-[[4-[3-chloro-5-(trifluoromethyl)pyridin-2-yl]piperazin-1-yl]methyl]-1-methylbenzimidazole